8-(4-isobutyrylpiperazin-1-yl)imidazo[1,5-a]pyridine-6-sulfonamide C(C(C)C)(=O)N1CCN(CC1)C=1C=2N(C=C(C1)S(=O)(=O)N)C=NC2